ClC=1C=C2C(=C(C(NC2=CC1)=O)C(\C=C\C1=NC=CC=C1)=O)C1=CC=CC=C1 (E)-6-chloro-4-phenyl-3-(3-(pyridin-2-yl)acryloyl)quinolin-2(1H)-one